4-(3-(4-chlorobenzyl)ureido)-N-(1-phenyl-1H-pyrazol-5-yl)benzenesulfonamide ClC1=CC=C(CNC(NC2=CC=C(C=C2)S(=O)(=O)NC2=CC=NN2C2=CC=CC=C2)=O)C=C1